spiro[isobenzofuran-1(3H),9'-[9H]xanthen]-3-one C1=CC=C2C(=C1)C(=O)OC23C4=CC=CC=C4OC5=CC=CC=C35